C1=CC=CC2=CC(=CC=C12)C#C 6-naphthylvinylene